(3-ethoxy-4-(7-oxo-6,7-dihydro-3H-[1,2,3]triazolo[4,5-d]pyrimidin-5-yl)phenyl)-D-proline C(C)OC=1C=C(C=CC1C=1NC(C2=C(N1)NN=N2)=O)N2[C@H](CCC2)C(=O)O